FC(C(=O)O)(C(=O)O)F.N(=NC1(CCCCC1)C#N)C1(CCCCC1)C#N 1,1'-azobis(cyclohexanecarbonitrile) difluoromalonate